C1(CCC1)C1=C(C=CC=C1F)C1=CC(=CC=C1O[C@@H]1C[C@H]([C@H](C1)NC(=O)[C@H]1N(CC(C1)(C)C)C)O)C(C(=O)OC)(C)C methyl 2-(2'-cyclobutyl-3'-fluoro-6-(((1S,3R,4S)-3-hydroxy-4-((S)-1,4,4-trimethylpyrrolidine-2-carboxamido)cyclopentyl)oxy)-[1,1-biphenyl]-3-yl)-2-methylpropanoate